CC=1N=C(SC1)C(=O)OCC ethyl 4-methyl-1,3-thiazole-2-carboxylate